6-(4-Trifluoromethylphenylimino)ethyl-2-acetylpyridin FC(C1=CC=C(C=C1)N=CCC1=CC=CC(=N1)C(C)=O)(F)F